ethyl (E)-4-((4-chloro-3-cyclopropylphenyl) (3-(dimethylamino) propyl) amino)-4-oxobut-2-enoate ClC1=C(C=C(C=C1)N(C(/C=C/C(=O)OCC)=O)CCCN(C)C)C1CC1